1-(4-{[(1S)-5-[2-(2-aminopyridin-3-yl)-5-(pyrazol-1-yl)imidazo[4,5-b]pyridin-3-yl]-2,3-dihydro-1H-inden-1-yl]amino}piperidin-1-yl)-2-chloroethanone NC1=NC=CC=C1C1=NC=2C(=NC(=CC2)N2N=CC=C2)N1C=1C=C2CC[C@@H](C2=CC1)NC1CCN(CC1)C(CCl)=O